platinum-iron nickel copper [Cu].[Ni].[Fe].[Pt]